(4S,5R,6R)-1-(2,2-difluorospiro[3.3]hept-6-yl)-5,6-difluoro-3-(trifluoromethyl)-5,6-dihydro-4H-cyclopenta[c]pyrazol-4-ol FC1(CC2(C1)CC(C2)N2N=C(C1=C2[C@H]([C@@H]([C@H]1O)F)F)C(F)(F)F)F